Tert-butyl (2R)-4-[3-[1-(2,6-dioxo-3-piperidyl)-3-methyl-2-oxo-benzimidazol-5-yl]propyl]-2-(methylsulfonylcarbamoyl)piperazine-1-carboxylate O=C1NC(CCC1N1C(N(C2=C1C=CC(=C2)CCCN2C[C@@H](N(CC2)C(=O)OC(C)(C)C)C(NS(=O)(=O)C)=O)C)=O)=O